C(C=C)(=O)NC=1C(=CC(=C(C1)NC1=NC=C(C(=N1)N1CC2(C3=NC(=CC=C31)C)CC2)C(=O)OC(C)C)OC)N(CCNC)C isopropyl 2-((5-acrylamido-2-methoxy-4-(methyl(2-(methylamino)ethyl)amino)phenyl)amino)-4-(5'-methyl-spiro(cyclopropane-1,3'-pyrrolo[3,2-b]pyridin)-1'(2'H)-yl)pyrimidine-5-carboxylate